FC1(C(C1)C=1C=C(C=C(C1)F)C=1C(=NN(C(C1)=O)CC(=O)OC)C(C)C)F methyl 2-(4-(3-(2,2-difluorocyclopropyl)-5-fluorophenyl)-3-isopropyl-6-oxopyridazin-1(6H)-yl)acetate